ClC=1C=C(C=CC1)NC(=O)NC1=CC(=CC=C1)Cl 1,3-bis(3-chlorophenyl)urea